NC=1C=C(CC2=NC3=C(N2CCOC)C=C(C=C3)C(=O)O)C=CC1C1=NC(=CC=C1)OCC1=C(C=C(C=C1)C#N)F 2-(3-amino-4-(6-((4-cyano-2-fluorobenzyl)oxy)pyridin-2-yl)benzyl)-1-(2-methoxyethyl)-1H-benzo[d]imidazole-6-carboxylic acid